2,5-difluoro-3-trifluoromethylaniline FC1=C(N)C=C(C=C1C(F)(F)F)F